tert-butyl N-[1-[2-[4-[3-[4-(2,4-dioxohexahydropyrimidin-1-yl) phenyl]propyl] piperazin-1-yl]ethyl]-4-piperidyl]carbamate O=C1N(CCC(N1)=O)C1=CC=C(C=C1)CCCN1CCN(CC1)CCN1CCC(CC1)NC(OC(C)(C)C)=O